N[C@@H](C(=O)N[C@H]1[C@H]2SC([C@@H](N2C1=O)C(=O)O)(C)C)C1=CC=CC=C1 (2S,5R,6R)-6-((R)-2-amino-2-phenylacetamido)-3,3-dimethyl-7-oxo-4-thia-1-azabicyclo[3.2.0]heptane-2-carboxylic acid